bis(N-methyl-2,2,6,6-tetramethyl-4-piperidinyl) sebacate C(CCCCCCCCC(=O)OC1CC(N(C(C1)(C)C)C)(C)C)(=O)OC1CC(N(C(C1)(C)C)C)(C)C